O1C(OCC1)COC1=NC2=C(C(=C(C=C2C(=N1)N1CCN(CC1)C(C=C)=O)Cl)C1=C(C=CC=C1O)F)F 1-(4-(2-((1,3-dioxolan-2-yl)methoxy)-6-chloro-8-fluoro-7-(2-fluoro-6-hydroxyphenyl)quinazolin-4-yl)piperazin-1-yl)prop-2-en-1-one